3-(7-(2-(cyclohexylamino)-2-oxoethoxy)naphthalen-2-yl)-3-(4-methoxy-2,6-dimethylphenyl)propanoic acid C1(CCCCC1)NC(COC1=CC=C2C=CC(=CC2=C1)C(CC(=O)O)C1=C(C=C(C=C1C)OC)C)=O